ClC1=CC(=C(C(=C1)C)C1=C(C2(NC1=O)CCC1(OCCO1)CC2)O)C 2-(4-chloro-2,6-dimethylphenyl)-1-hydroxy-9,12-dioxa-4-azadispiro[4.2.48.25]tetradec-1-en-3-one